N1(N=CC=C1)CCC(=O)N1CC(=CCC1)C1=CC(=C2C=C(NC2=C1F)C(=O)N(C([2H])([2H])[2H])C([2H])([2H])[2H])Cl 6-(1-(3-(1H-pyrazol-1-yl)propanoyl)-1,2,5,6-tetrahydropyridin-3-yl)-4-chloro-7-fluoro-N,N-bis(methyl-d3)-1H-indole-2-carboxamide